C1(CC1)CC1=C(C=NN1C)C1=NC(=NC=C1)NC1CCC(CC1)N1CCCC1 4-(5-(cyclopropyl-methyl)-1-methyl-1H-pyrazol-4-yl)-N-((1R,4R)-4-(pyrrolidin-1-yl)cyclohexyl)pyrimidin-2-amine